CC=1C=CC=2N(C3=CC=C(C=C3C2C1)C)CCCCOP(O)(O)=O 4-(3,6-dimethyl-9H-carbazole-9-yl)butyl-phosphoric acid